C(C1=CC=CC=C1)(C1=CC=CC=C1)=NC(C(=O)OC)CC1CCCC=2N1N=CC2 methyl 2-(benzhydrylideneamino)-3-(4,5,6,7-tetrahydropyrazolo[1,5-a]pyridin-7-yl)propanoate